NC1=NC2=CC(=CC=C2C=C1Cl)CN(C(=O)C=1C=NC(=NC1)C(C)C)C=1C(=NC=CC1)S(=O)(=O)C N-[(2-amino-3-chloroquinolin-7-yl)methyl]-N-(2-methanesulfonylpyridin-3-yl)-2-(propan-2-yl)pyrimidine-5-carboxamide